4-fluoro-2-vinylpyridine FC1=CC(=NC=C1)C=C